C(C)(C)(C)N1N=NNC1=S 1-(tert-butyl)-1,4-dihydro-5H-tetrazole-5-thione